2-(2-bromobenzyl)-6-(4-methoxyphenyl)pyridazin-3(2H)-one BrC1=C(CN2N=C(C=CC2=O)C2=CC=C(C=C2)OC)C=CC=C1